CC=1N=C(C2=C(N1)C(=CS2)C)N[C@H](CN2CCN(CC2)C(=O)OC(C)(C)C)C tert-butyl 4-[(2S)-2-({2,7-dimethylthieno[3,2-d]pyrimidin-4-yl}amino)propyl]piperazine-1-carboxylate